BrC1=CC(=CC=C1)C1CCCCC1 1-bromo-3-cyclohexylbenzene